(R)-N-(5-(4-(1-methyl-3-(1-methyl-2-oxo-5-(trifluoromethyl)-1,2-dihydropyridin-3-yl)ureido)cyclohex-1-en-1-yl)pyrazin-2-yl)acetamide CN(C(=O)NC=1C(N(C=C(C1)C(F)(F)F)C)=O)[C@H]1CC=C(CC1)C=1N=CC(=NC1)NC(C)=O